2-(trifluoromethyl)-2H-benzopyran-3-carboxylic acid FC(C1OC2=C(C=C1C(=O)O)C=CC=C2)(F)F